ClC1=C(C=CC=C1)[C@H]1CC[C@H](N1CC1=CN=C(C=C1)C1=C(C=CC=C1)F)C(=O)O (2S,5R)-5-(2-chlorophenyl)-1-(6-(2-fluorophenyl)nicotinyl)pyrrolidine-2-carboxylic acid